OC1=CC=C(C=C1)C1OC2=C(C(C1)=O)C(=CC(=C2)O[C@H]2[C@H](O)[C@@H](O)[C@H](O)[C@H](O2)CO)O 2-(4-Hydroxyphenyl)-4-oxo-5-hydroxy-7-(beta-D-gluco-pyranosyloxy)-3,4-dihydro-2H-1-benzopyran